C=1N=CN2C1C1=CC=CC=C1[C@@H]2[C@@]2(CCCC=1C=CN=CC21)O (S)-8-((R)-5H-Imidazo[5,1-a]isoindol-5-yl)-5,6,7,8-tetrahydroisochinolin-8-ol